C(C)NCCC N-ethyl-propyl-amine